C(C)OCCOCCOCCOC1=CC=C(C=O)C=C1 4-{2-[2-(2-ethoxyethoxy)ethoxy]ethoxy}benzaldehyde